ClC1=C(C=C2C(=NNC2=C1)CCC(=O)O)C1=CC=C(C=C1)C1=C(C=C(C=C1)OC(F)F)O 3-(6-chloro-5-(4'-(difluoromethoxy)-2'-hydroxy-[1,1'-biphenyl]-4-yl)-1H-indazol-3-yl)-propanoic acid